tert-butyl 3-(5-(((4-cyano-5-(tert-butyl)-2-hydroxyphenyl)amino)methyl)furan-2-carboxamido)azetidine-1-carboxylate C(#N)C1=CC(=C(C=C1C(C)(C)C)NCC1=CC=C(O1)C(=O)NC1CN(C1)C(=O)OC(C)(C)C)O